2-(3-methylphenyl)-quinazolin-4(3H)-one CC=1C=C(C=CC1)C1=NC2=CC=CC=C2C(N1)=O